(S)-3-(2-benzyl-3-chloro-7-oxo-2,4,5,7-tetrahydro-6H-pyrazolo[3,4-c]pyridin-6-yl)-5-methyl-2,3,7,8,9,10-hexahydro-[1,4]oxazepino[2,3-g]isoquinolin-4(5H)-one C(C1=CC=CC=C1)N1N=C2C(N(CCC2=C1Cl)[C@@H]1C(N(C=2C(=CC=3CCNCC3C2)OC1)C)=O)=O